FC1=C(C(=C(C(=C1[B-](C1=C(C(=C(C(=C1F)F)F)F)F)(C1=C(C(=C(C(=C1F)F)F)F)F)C1=C(C(=C(C(=C1F)F)F)F)F)F)F)F)F.C(CCCCCCC)[N+](CCCCCCCC)(CCCCCCCC)CCCCCCCC tetraoctylammonium tetrakis(pentafluorophenyl)borate